Cl[C@H](C(=O)N(CC(=O)N)NC(=O)[C@H]1N(CCC1)C(=O)C1(CC1)C1=CC=C(C=C1)OC(F)(F)F)C 2-[(2S)-2-Chloropropanoyl-[[(2S)-1-[1-[4-(trifluoromethoxy)phenyl]cyclopropancarbonyl]pyrrolidin-2-carbonyl]amino]amino]acetamid